FC(C(F)(F)F)(F)F Hexafluoroethan